6-(4-fluoro-benzyl)-3,3-dimethyl-1,2,3,6-tetrahydro-pyrrolo[2,3-c]pyridin-5-one FC1=CC=C(CN2C=C3C(=CC2=O)C(CN3)(C)C)C=C1